OCC1=CN=C(S1)C(=O)N1CCC2=C(C=CC=C12)C1=CC(=CC=C1)O [5-(hydroxymethyl)thiazol-2-yl][4-(3-hydroxyphenyl)indolin-1-yl]Methanone